bis[bis(3,5-dimethylphenyl)phosphino]-1,1'-biphenyl CC=1C=C(C=C(C1)C)P(C1=CC(=CC(=C1)C)C)C1=CC=C(C=C1)C1=CC=C(C=C1)P(C1=CC(=CC(=C1)C)C)C1=CC(=CC(=C1)C)C